1-pentylsulfonic acid ammonium salt [NH4+].C(CCCC)S(=O)(=O)[O-]